ClC1=NC=C(C2=C3C(=C(C=C12)NC(C1=CC(=CC(=C1)C(F)(F)F)F)=O)C(N(C3=O)CC3=CC=C(C=C3)OC)C3=C(C=CC(=C3)F)Cl)F N-(6-chloro-3-(2-chloro-5-fluorophenyl)-9-fluoro-2-(4-methoxybenzyl)-1-oxo-2,3-dihydro-1H-pyrrolo[3,4-f]isoquinolin-4-yl)-3-fluoro-5-(trifluoromethyl)benzamide